C(C1=CC=CC=C1)(C1=CC=CC=C1)N1CCN(CC1)C(=O)C=1C=NC=C(C1)C (4-benzhydrylpiperazin-1-yl)(5-methylpyridin-3-yl)methanone